tin propylsulfonate C(CC)S(=O)(=O)[O-].[Sn+4].C(CC)S(=O)(=O)[O-].C(CC)S(=O)(=O)[O-].C(CC)S(=O)(=O)[O-]